azidoMonoamide N(=[N+]=[N-])[NH-]